1,1-difluoro-propan-2-one FC(C(C)=O)F